S1SNC=C1 dithiazol